methyl 2-((S)-1-(4-(6-((4-cyano-2-fluorobenzyl) oxy)-4-(trifluoromethyl) pyridin-2-yl) piperazin-1-yl) ethyl)-1-(((S)-oxetan-2-yl) methyl)-1H-benzo[d]imidazole-6-carboxylate C(#N)C1=CC(=C(COC2=CC(=CC(=N2)N2CCN(CC2)[C@@H](C)C2=NC3=C(N2C[C@H]2OCC2)C=C(C=C3)C(=O)OC)C(F)(F)F)C=C1)F